[Na+].[Na+].C(CCC(=O)[O-])(=O)[O-] Succinic acid disodium salt